O=C(C(=O)O)C=1N(C(=C(C1C)C(NC1=CC(=C(C(=C1)F)F)F)=O)C)C 2-oxo-2-(1,3,5-trimethyl-4-((3,4,5-trifluorophenyl)carbamoyl)-1H-pyrrol-2-yl)acetic acid